C(CCCCCCC)C1=CC=CC=C1 4-octylbenzol